[N+](=O)([O-])[O-].[Pd+2].[N+](=O)([O-])[O-] palladium nitrate salt